N1C=C(C2=CC=CC=C12)CCNC1=NC(=NC2=C1OCCN2)C=2C(NC=C(C2)C)=O 3-(4-((2-(1H-indol-3-yl)ethyl)amino)-7,8-dihydro-6H-pyrimido(5,4-b)[1,4]oxazin-2-yl)-5-methylpyridin-2(1H)-one